(2-methylphenyl)-2-(pyridin-4-yl)pyrido[3,4-d]pyrimidin-4-amine CC1=C(C=CC=C1)C1=CN=CC=2N=C(N=C(C21)N)C2=CC=NC=C2